CC1=NOC(=C1C=1C=NC(=NC1)N1CCC(CC1)N1C2=C(N(C(C1=O)=O)C)C=C(C=N2)F)C 4-(1-(5-(3,5-dimethylisoxazol-4-yl)pyrimidin-2-yl)piperidin-4-yl)-7-fluoro-1-methyl-1,4-dihydropyrido[2,3-b]pyrazine-2,3-dione